C(C)(C)(C)[Si](C)(C)OCCC1=C(C(=CC=C1F)Cl)F tert-butyl-[2-(3-chloro-2,6-difluoro-phenyl)ethoxy]-dimethyl-silane